C(C)(=O)C1(C(=O)OCC1)Cl acetyl-α-chloro-γ-butyrolactone